(5-(4,4,5,5-tetramethyl-1,3,2-dioxaborolan-2-yl)-7-(trifluoromethyl)benzofuran-2-yl)methylcarbamic acid tert-butyl ester C(C)(C)(C)OC(NCC=1OC2=C(C1)C=C(C=C2C(F)(F)F)B2OC(C(O2)(C)C)(C)C)=O